(3R)-1-[2-(2,6-dioxo-3-piperidyl)-1,3-dioxo-isoindolin-5-yl]pyrrolidine-3-carbaldehyde O=C1NC(CCC1N1C(C2=CC=C(C=C2C1=O)N1C[C@@H](CC1)C=O)=O)=O